N1C(=CC2=CC=CC=C12)S(=O)(=O)N1CCC(CC1)C1=NOC(=C1)N 3-(1-(1H-indol-2-ylsulfonyl)piperidin-4-yl)isoxazol-5-amine